1-(4-((4-((5-(furan-2-yl)-2-methoxyphenyl)amino)-7-(2-methoxyethoxy)quinazolin-6-yl)oxy)piperidin-1-yl)prop-2-en-1-one O1C(=CC=C1)C=1C=CC(=C(C1)NC1=NC=NC2=CC(=C(C=C12)OC1CCN(CC1)C(C=C)=O)OCCOC)OC